N1=C(C=CC2=CC=C3C=CC=NC3=C12)N1C(=CC=C1C=1SC=CC1)C=1SC=CC1 1-(1,10-phenanthrolinyl)-2,5-di(2-thienyl)-1H-pyrrol